1-(imidazo[1,2-b]pyridazin-6-yl)piperidine-4-carboxamide N=1C=CN2N=C(C=CC21)N2CCC(CC2)C(=O)N